C1(CCCCC1)C=1C=C(C=2C(CC(OC2C1)O)C(=C(C)C)CC)O 7-Cyclohexyl-4-(2-methylpent-2-en-3-yl)-3,4-dihydro-2H-chromene-2,5-diol